4-(1,1-dimethylethyl)-benzyl cyanide CC(C)(C)C1=CC=C(CC#N)C=C1